toluoyl-cumyl-iodonium tetrakis(pentafluorophenyl)borate FC1=C(C(=C(C(=C1[B-](C1=C(C(=C(C(=C1F)F)F)F)F)(C1=C(C(=C(C(=C1F)F)F)F)F)C1=C(C(=C(C(=C1F)F)F)F)F)F)F)F)F.C=1(C(=CC=CC1)C(=O)[I+]C(C)(C)C1=CC=CC=C1)C